(S)-2-((tert-butoxycarbonyl)amino)-3-(3,5-difluorophenyl)propanoate C(C)(C)(C)OC(=O)N[C@H](C(=O)[O-])CC1=CC(=CC(=C1)F)F